C1(CC1)C=1N=NN(C1)[C@H](C(=O)N1[C@H](C[C@@H](C1)O)C(=O)NCC=CC=1C=NC=CC1)C(C)(C)C (2R,4S)-1-[(2S)-2-(4-cyclopropyltriazol-1-yl)-3,3-dimethyl-butanoyl]-4-hydroxy-N-[3-(3-pyridyl)allyl]pyrrolidine-2-carboxamide